N12C[C@H](C(CC1)CC2)OC(N[C@@H]2C(CC1=CC(=C(C=C21)F)C2=CC(=C(C(=C2)C)OC(C)C)C)(C)C)=O (S)-quinuclidin-3-yl((R)-6-fluoro-5-(4-isopropoxy-3,5-dimethylphenyl)-2,2-dimethyl-2,3-dihydro-1H-inden-1-yl)carbamate